4-bromo-5-methylbenzo[d]oxazole BrC1=C(C=CC2=C1N=CO2)C